NC=1C=CC(=C(C(=O)NCC2CCCC2)C1)N1CCN(CC1)C 5-amino-N-(cyclopentylmethyl)-2-(4-methylpiperazin-1-yl)benzamide